[C-](S(=O)(=O)C(F)(F)F)(S(=O)(=O)C(F)(F)F)S(=O)(=O)C(F)(F)F.C1(=C(C=CC=C1)C=1C(C=CC1)([Fe+])C1=C(C=CC=C1)C)C ditolyl-cyclopentadienyl-iron (II) tris(trifluoromethylsulfonyl)methide